OCC1=NC=C(C=N1)NC(O[C@H](C)[C@H](C)OC1=C(C=C2C(=N1)SC(=N2)C2=C1N=CC(=NC1=CC(=C2)C)OC)F)=O (2R,3S)-3-((6-fluoro-2-(2-methoxy-7-methylquinoxalin-5-yl)thiazolo[5,4-b]pyridin-5-yl) oxy)butan-2-yl (2-(hydroxymethyl)pyrimidin-5-yl)carbamate